1-methyl-2-oxo-1,2-dihydropyridine-4-carboxamide CN1C(C=C(C=C1)C(=O)N)=O